tert-butyl 4-[5-(1-methoxycarbonyl-2-methyl-propyl)isoxazol-3-yl]piperazine-1-carboxylate COC(=O)C(C(C)C)C1=CC(=NO1)N1CCN(CC1)C(=O)OC(C)(C)C